C(C)(C)C(CCCCCCC(C(C)C)(C(C)C)C(C)C)P(O)(O)(O)CCCCCCCC.BrC1=C(C=CC=C1)C1=CC2=CC=CC=C2C=C1 2-(2-bromophenyl)naphthalene tetraisopropyl(dioctylphosphite)